tert-butyl N-[(1S)-1-[5-[2-(3-hydroxypropyl)-6-(trifluoromethyl)-4-pyridyl]-4-methyl-2-pyridyl]ethyl]carbamate OCCCC1=NC(=CC(=C1)C=1C(=CC(=NC1)[C@H](C)NC(OC(C)(C)C)=O)C)C(F)(F)F